FC=1C(=C(C=C(C1)C1(CC1)C)[C@@H](C(=O)O)N1C[C@@H](CC1)OCCCCCC1=NC=2NCCCC2C=C1)OC (S)-2-(3-fluoro-2-methoxy-5-(1-methylcyclopropyl)phenyl)-2-((R)-3-((5-(5,6,7,8-tetrahydro-1,8-naphthyridin-2-yl)pentyl)oxy)pyrrolidin-1-yl)acetic acid